6-(3-Fluoro-4-methylphenyl)-3-methyl-4-oxo-4,5-dihydropyrazolo[1,5-a]pyrazine-2-carboxylic acid FC=1C=C(C=CC1C)C=1NC(C=2N(C1)N=C(C2C)C(=O)O)=O